FC1=CC=CC=2C(=N[C@H]([C@H](OC21)C)C)C=2C=NC1=C(C=CC=C1C2)F (2R,3S)-9-fluoro-5-(8-fluoro-3-quinolyl)-2,3-dimethyl-2,3-dihydro-1,4-benzoxazepine